6,7-dihydropyrazolo[1,5-a]pyrazine N1=CC=C2N1CCN=C2